tert-butyl 4-methoxy-3-({[2-(trifluoromethyl)pyridin-3-yl]oxy}methyl)piperidine-1-carboxylate COC1C(CN(CC1)C(=O)OC(C)(C)C)COC=1C(=NC=CC1)C(F)(F)F